C(C)(C)(C)C1=CC2=C(OP(OC3=C(C2)C=C(C=C3C(C)(C)C)C(C)(C)C)(O)=O)C(=C1)C(C)(C)C 2,4,8,10-tetra-tert-butyl-6-hydroxy-12H-dibenzo[d,g][1,3,2]dioxaphosphocin-6-oxide